ClC=1C=C(OC2=CC=C(C=C2)C2=C(NC=3CCCCC3C2=O)C)C=CC1 3-(4-(3-chlorophenoxy)phenyl)-2-methyl-5,6,7,8-tetrahydroquinolin-4(1H)-one